Dimethyl-pentamethylcyclopentadienyl-(1-n-hexyl-6,6-dimethyl-1,5,6,7-tetrahydro-s-indacenyl)hafnium C[Hf](C1(C=CC2=CC=3CC(CC3C=C12)(C)C)CCCCCC)(C1(C(=C(C(=C1C)C)C)C)C)C